1-(3-((4-((4-chloro-3-(oxazol-5-yl)phenyl)-amino)-7-methoxy-quinazolin-6-yl)oxy)-azetidin-1-yl)prop-2-en-1-one ClC1=C(C=C(C=C1)NC1=NC=NC2=CC(=C(C=C12)OC1CN(C1)C(C=C)=O)OC)C1=CN=CO1